ClC=1C(=CC(=C(NC(CC(=O)C)=O)C1)OC)OC 5'-chloro-2',4'-dimethoxyacetoacetanilide